C(CC(C)C)C(CC)S(=O)(=O)[O-] 1-isopentyl-1-propanesulfonate